Cl.CC1=C(C=NO1)C(=O)N 5-methylisoxazole-4-carboxamide hydrochloride